3-fluoro-1H-indole FC1=CNC2=CC=CC=C12